5-(2-chlorophenyl)-3-difluoromethyl-1-phenyl-1,2,4-triazole ClC1=C(C=CC=C1)C1=NC(=NN1C1=CC=CC=C1)C(F)F